C1=CC(=C(C=C1O)C(=O)O)C(=O)O The molecule is a benzenedicarboxylic acid that is phthalic acid in which the hydrogen at position 4 is substituted by a hydroxy group. It is a benzenedicarboxylic acid and a member of phenols. It derives from a phthalic acid.